C1(CC1)COC=1C(=NC(=NC1)NS(=O)(=O)CC)C=1C2=C(C(N(C1)C)=O)OC=C2 N-[5-(cyclopropylmethoxy)-4-(6-methyl-7-oxofuro[2,3-c]pyridin-4-yl)pyrimidin-2-yl]ethanesulfonamide